amino-N1,N3-bis[(2,2-dimethyl-1,3-dioxolan-4-yl)methyl]-2,4,6-triiodo-benzene-1,3-dicarboxamide NC=1C(=C(C(=C(C1I)C(=O)NCC1OC(OC1)(C)C)I)C(=O)NCC1OC(OC1)(C)C)I